F[C@H]1[C@@H]2CC[C@H](C[C@H]1N(C=1N=CC(=NC1)C1=C(C=C(C=C1)C1=CN=NC(=C1)OC)O)C)N2 2-(5-(((1S,2S,3R,5R)-2-fluoro-8-azabicyclo[3.2.1]octan-3-yl)(methyl)amino)pyrazin-2-yl)-5-(6-methoxypyridazin-4-yl)phenol